ClC1=C(C=CC(=C1)C#N)S(=O)(=O)N1C[C@H](C(C1)=C)CS(=O)(=O)[O-] (S)-1-((2-chloro-4-cyanophenyl) sulfonyl)-4-methylenepyrrolidin-3-ylmethanesulfonate